ClC1=NC=C(C(=N1)NCC1=CC=C(C=C1)N(C)C)C(=O)N 2-chloro-4-((4-(dimethylamino)benzyl)amino)pyrimidin-5-carboxamide